tert-Butyl N-methyl-N-[[4-(6-methyl-3-pyridyl)phenyl]methyl]carbamate CN(C(OC(C)(C)C)=O)CC1=CC=C(C=C1)C=1C=NC(=CC1)C